ClC1=C(C(=CC=C1Cl)O)[C@H]1C[C@@H]2N(C(CN(C2)C(C[C@H](C(F)F)O)=O)=O)C1 (7R,8aS)-7-(2,3-dichloro-6-hydroxyphenyl)-2-[(3R)-4,4-difluoro-3-hydroxybutanoyl]-hexahydropyrrolo[1,2-a]pyrazin-4-one